[Si](C)(C)(C(C)(C)C)O[C@@H]1CC2=CC[C@H]3[C@@H]4CCC([C@@]4(C)CC[C@@H]3[C@]2(CC1)C)=O 3β-(tert-Butyldimethylsilyloxy)-androst-5-en-17-one